2-(4-fluorophenyl)-N-{4-[5-methyl-3-(2-methylanilino)-4-oxo-7-(2,2,2-trifluoroethyl)-4,5,6,7-tetrahydro-1H-pyrrolo[3,2-c]pyridin-2-yl]pyridin-2-yl}acetamide FC1=CC=C(C=C1)CC(=O)NC1=NC=CC(=C1)C1=C(C=2C(N(CC(C2N1)CC(F)(F)F)C)=O)NC1=C(C=CC=C1)C